C1(CC1)C=1NC(=NN1)C1=CC(=C(C=C1)C(=O)N1C(CN(CC1)C)C1=CC=CC=C1)N1CCCC1 [4-(5-cyclopropyl-4H-1,2,4-triazol-3-yl)-2-pyrrolidin-1-ylphenyl]-(4-methyl-2-phenylpiperazin-1-yl)methanone